1-benzyl-4-(4-bromophenyl)piperidine C(C1=CC=CC=C1)N1CCC(CC1)C1=CC=C(C=C1)Br